ClC=1C=C(C=C(C1)F)NC(NC1=C(C(=O)NC)C=CC(=C1)F)=O 2-[3-(3-chloro-5-fluorophenyl)ureido]-4-fluoro-N-methylbenzamide